tert-butyl 2-(7-cyano-N-(cyclopropylmethyl)-1H-indole-2-carboxamido)ethylcarbamate C(#N)C=1C=CC=C2C=C(NC12)C(=O)N(CC1CC1)CCNC(OC(C)(C)C)=O